N[C@@H](C(C)C)C1=C(C2=NC(=CC(=C2S1)NCC=1OC=CC1)Cl)C 2-[(1S)-1-amino-2-methylpropyl]-5-chloro-N-[(furan-2-yl)methyl]-3-methylthieno[3,2-b]pyridin-7-amine